ClC1=CC=C(C(=N1)C(=O)N)N[C@H](C)C=1C=C(C=C2C(C(=C(OC12)C1=NC(=CC=C1)F)C)=O)C 6-Chloro-3-[[(1R)-1-[2-(6-fluoro-2-pyridyl)-3,6-dimethyl-4-oxo-chromen-8-yl]ethyl]amino]pyridine-2-carboxamide